ON=C1CN(CCOC1)C(=O)OC(C)(C)C Tert-butyl 6-(hydroxyimino)-1,4-oxazepan-4-carboxylate